CN(CCN(C)CN1C(\C(\C2=CC=CC=C12)=C\1/NC2=CC=CC=C2C1=O)=O)C (3Z)-1-[[2-(dimethylamino)ethyl-methyl-amino]methyl]-3-(3-oxoindolin-2-ylidene)indolin-2-one